(S)-1-(2-(3-chloro-4-(6-(1-methylcyclopropoxy)-9-((4-methylpyridin-2-yl)methyl)-9H-purin-8-yl)phenoxy)acetyl)pyrrolidine-2-carbonitrile ClC=1C=C(OCC(=O)N2[C@@H](CCC2)C#N)C=CC1C=1N(C2=NC=NC(=C2N1)OC1(CC1)C)CC1=NC=CC(=C1)C